butyl N-[2-[2-[2-(2-hydroxyethoxy)ethoxy]ethoxy]ethyl]-N-methyl-carbamate OCCOCCOCCOCCN(C(OCCCC)=O)C